(2-(4-(6-methoxypyridin-3-yl)piperazin-1-yl)-1,6-naphthyridin-7-yl)methanamine COC1=CC=C(C=N1)N1CCN(CC1)C1=NC2=CC(=NC=C2C=C1)CN